N-(2-oxo-2-((2-(p-tolylthio)phenyl)amino)ethyl)isoquinoline-8-carboxamide O=C(CNC(=O)C=1C=CC=C2C=CN=CC12)NC1=C(C=CC=C1)SC1=CC=C(C=C1)C